CC1=CCC[C@]2([C@H]1C[C@@H](CC2)C(C)(C)O)C The molecule is a eudesmane sesquiterpenoid in which the eudesmane skeleton carries a hydroxy substituent at C-11 and has a double bond between C-3 and C-4. It has a role as a volatile oil component. It is a eudesmane sesquiterpenoid, a member of octahydronaphthalenes and a tertiary alcohol.